BrC=1C=C2C(=NNC2=NC1)C=1C=NN(C1)C 5-bromo-3-(1-methyl-1H-pyrazol-4-yl)-1H-7-azaindazole